ClC=1C=C(C(=C(C=NC(C(=O)O)CC2=CC=C(C=C2)O)C1)OC(C(C)C)=O)OC(C1=CN=CC=C1)=O 2-(5-chloro-2-(isobutyryloxy)-3-(nicotinoyloxy)benzylidene-amino)-3-(4-hydroxy-phenyl)propanoic acid